NC=1N(N=C2C1N=CC=C2CN2C(NCC2=O)=O)C2=CC=CC=C2 3-((3-amino-2-phenyl-2H-pyrazolo[4,3-b]pyridin-7-yl)methyl)imidazolidine-2,4-dione